BrC1=C(C(=NC=C1)NC(=O)C1(CC1)C)F N-(4-bromo-3-fluoro-2-pyridyl)-1-methylcyclopropanecarboxamide